ClC=1C=C(C(=NC1)N1CC(N(C2(CC(C2)C(=O)N)C1=O)CC1=CC=C(C=C1)C(F)(F)F)=O)F 8-(5-chloro-3-fluoropyridin-2-yl)-6,9-dioxo-5-(4-(trifluoromethyl)benzyl)-5,8-diazaspiro[3.5]nonane-2-carboxamide